2-(6-Chloro-4-(((cyclobutylmethyl)amino)methyl)pyridin-2-yl)-6-(3-((4-methyl-4H-1,2,4-triazol-3-yl)methyl)oxetan-3-yl)isoindolin-1-one ClC1=CC(=CC(=N1)N1C(C2=CC(=CC=C2C1)C1(COC1)CC1=NN=CN1C)=O)CNCC1CCC1